4-(4-(6-methyl-2-(pyrrolidin-1-yl)pyrimidin-4-yl)-1H-pyrazole-1-yl)-3-(6-azaspiro[2.5]octan-6-yl)aniline CC1=CC(=NC(=N1)N1CCCC1)C=1C=NN(C1)C1=C(C=C(N)C=C1)N1CCC2(CC2)CC1